2,6-di-tert-butyl-4-ethylphenol C(C)(C)(C)C1=C(C(=CC(=C1)CC)C(C)(C)C)O